OCCOC1=C(C2=CC=CC=C2C=C1)C(C1=C(C=CC2=CC=CC=C12)OCCO)OC(C1=C(C=CC2=CC=CC=C12)OCCO)C1=C(C=CC2=CC=CC=C12)OCCO 1,1-bis(2-hydroxyethoxy naphthyl)methyl ether